ClC1=CC=C2C(=CNC2=C1F)S(=O)(=O)NC1=NC(=C(C=C1F)OCC(F)F)OC 6-chloro-N-[5-(2,2-difluoroethoxy)-3-fluoro-6-methoxypyridin-2-yl]-7-fluoro-1H-indole-3-sulfonamide